FC(CN1CC(NCC1)C1=CC(=C(C(=O)OC)C=C1)O)F methyl 4-(4-(2,2-difluoroethyl)piperazin-2-yl)-2-hydroxybenzoate